C(OC=1C=CC=2C=CC3=CC=CC=C3C2C1)(OC1=CC=C(C=C1)[N+](=O)[O-])=O Phenanthren-3-yl 4-nitrophenyl carbonate